CC1=CC=CC(=N1)C1=NNC=C1C=1N=C2C(=CC=NC2=CC1)C1=CN=CO1 5-[6-[3-(6-methyl-2-pyridyl)-1H-pyrazol-4-yl]-1,5-naphthyridin-4-yl]oxazole